3-(hydroxymethyl)-3-methyl-2H-benzofuran-5-carboxylic acid OCC1(COC2=C1C=C(C=C2)C(=O)O)C